Benzyl (2S)-6-amino-2-[[(2S)-2,6-diaminohexanoyl]amino]hexanoate tri-methanesulfonic acid salt CS(=O)(=O)O.CS(=O)(=O)O.CS(=O)(=O)O.NCCCC[C@@H](C(=O)OCC1=CC=CC=C1)NC([C@H](CCCCN)N)=O